2-((2-oxaspiro[3.3]heptan-6-yl)oxy)-N-(2-(4,4-difluorocyclohexyl)-4-(2,5-difluorophenyl)pyridin-3-yl)pyrimidine-5-carboxamide C1OCC12CC(C2)OC2=NC=C(C=N2)C(=O)NC=2C(=NC=CC2C2=C(C=CC(=C2)F)F)C2CCC(CC2)(F)F